FC=1C(=CC=C2C=CC=NC12)C1=NC=CC(=N1)NC1=NC=C(C(=C1)N1C[C@H](CCC1)O)C=1C=NN(C1)C1CCOCC1 (S)-1-(2-((2-(8-fluoroquinolin-7-yl)pyrimidin-4-yl)amino)-5-(1-(tetrahydro-2H-pyran-4-yl)-1H-pyrazol-4-yl)pyridin-4-yl)piperidin-3-ol